FC=1C=C(C=NC1OC)[C@@H](CC1=NC(=NC(=N1)N[C@@H](CO)CC(C)C)NS(=O)(=O)C)C |o1:9| N-(4-((R*)-2-(5-fluoro-6-methoxypyridin-3-yl)propyl)-6-(((R)-1-hydroxy-4-methylpentan-2-yl)amino)-1,3,5-triazin-2-yl)methanesulfonamide